C(C)(=O)O[C@@H]1[C@H](OC([C@H]([C@H]1OC(C)=O)OC(C)=O)OCCOCCOCCOCCOCCNC(OC(C)(C)C)=O)COC(C)=O (2R,3R,4S,5S)-2-(acetoxymethyl)-6-((2,2-dimethyl-4-oxo-3,8,11,14,17-pentaoxa-5-azanonadecan-19-yl)oxy)tetrahydro-2H-pyran-3,4,5-triyl triacetate